tert-butyl 4-{2-[(1r,4r)-4-({2,3,5-trifluoro-4-[(4-methoxyphenyl)methoxy]benzamido}methyl)cyclohexyl]-2H-indazol-6-yl}piperazine-1-carboxylate FC1=C(C(=O)NCC2CCC(CC2)N2N=C3C=C(C=CC3=C2)N2CCN(CC2)C(=O)OC(C)(C)C)C=C(C(=C1F)OCC1=CC=C(C=C1)OC)F